C1(CC1)S(=O)(=O)N1CC(CCC1)C(=O)N1CCN(CC1)C1=CC=NC2=CC=CC=C12 (1-(cyclopropylsulfonyl)piperidin-3-yl)(4-(quinolin-4-yl)piperazin-1-yl)methanone